tert-butyl 4-([2-[6-oxo-5-(trifluoromethyl)-1-[[2-(trimethylsilyl)ethoxy]methyl]-1,6-dihydropyridazin-4-yl]-1H,2H,3H-pyrrolo[3,4-c]pyridin-4-yl]oxy)piperidine-1-carboxylate O=C1C(=C(C=NN1COCC[Si](C)(C)C)N1CC=2C(=NC=CC2C1)OC1CCN(CC1)C(=O)OC(C)(C)C)C(F)(F)F